4-Amino-2-ethoxy-5-methylbenzonitrile NC1=CC(=C(C#N)C=C1C)OCC